1,8-diaza-bicyclo-(5.4.0)-undecene N12C=CCCCC2NCCC1